N1=CC=CC2=CC(=CC=C12)CC(=O)N1CCC(CC1)N1C(NC2=C1C=CC=C2)=O 1-(1-(2-(quinolin-6-yl)acetyl)piperidin-4-yl)-1H-benzo[d]imidazol-2(3H)-one